C12(CC3CC(CC(C1)C3)C2)CCN2CC(N(CC2)CCNC2=C3C(N(C(=NC3=CC=C2)C)C2C(NC(CC2)=O)=O)=O)(C)C 3-(5-((2-(4-(2-((3r,5r,7r)-adamantan-1-yl)ethyl)-2,2-dimethylpiperazin-1-yl)ethyl)amino)-2-methyl-4-oxoquinazolin-3(4H)-yl)piperidine-2,6-dione